C(CC)S(=O)(=O)O.CN(C)CC=C N,N-dimethyl-allylamine propanesulfonate